CC1=C(C2=CC=CC=C2C=C1)C(=O)[O-].C(CCCCCCC)[N+](CCCCCCCC)(CCCCCCCC)CCCCCCCC tetraoctyl-ammonium 2-methyl-1-naphthoate